CN([Si]1(O[Si](O[Si](O1)(C)C)(C)C)C)C 2-dimethylamino-2,4,4,6,6-pentamethylcyclotrisiloxane